1-(3-fluoro-5-(trifluoromethyl)pyridin-2-yl)piperazine hydrochloride Cl.FC=1C(=NC=C(C1)C(F)(F)F)N1CCNCC1